C(C)(C)(C)OC(=O)N1CCC(CC1)CN1C(CC2=CC(=CC=C12)N)=O.N(N)C1=NC=CN=C1C 2-hydrazino-3-methyl-pyrazine tert-butyl-4-[(5-amino-2-oxo-2,3-dihydro-1H-indol-1-yl)methyl]-piperidine-1-carboxylate